CC=1C=C(CNC2=NC=CC3=C2C(=NN3C3CCN(CC3)C(C(C)C)=O)C3=CC=C(C=C3)NC(C3=CN=CC(=C3O)C3=CC=C(C=C3)F)=O)C=CC1C N-(4-(4-((3,4-dimethylbenzyl)amino)-1-(1-isobutyrylpiperidin-4-yl)-1H-pyrazolo[4,3-c]pyridin-3-yl)phenyl)-5-(4-fluorophenyl)-4-hydroxynicotinamide